[Br-].C(C)N1CN(C=C1)CC=C 1-ethyl-3-allylimidazole bromide